1-methyl-(3-hydroxy-1H-pyrazolyl)-4-methyl-2,3-dihydro-1H-benzazepine-3-Carboxylic acid benzyl ester C(C1=CC=CC=C1)OC(=O)C1C(N(C2=C(C=C1C)C=CC=C2)C)N2N=C(C=C2)O